[Am].C(C(=O)O)(=O)O oxalic acid americium